(R)-N-((S)-1-(5-(((S)-1,1-dimethyl-2,3-dihydro-1H-inden-2-yl)amino)pyridin-2-yl)-2,2,2-trifluoroethyl)-N-methylmorpholine-2-carboxamide CC1([C@H](CC2=CC=CC=C12)NC=1C=CC(=NC1)[C@@H](C(F)(F)F)N(C(=O)[C@H]1CNCCO1)C)C